ClC1=C(C(=CC=C1)Cl)N1N=C(C(=N1)C(=O)N)NC1=NC=C(C=C1)C(=O)N1CCOCC1 2-(2,6-dichlorophenyl)-5-((5-(morpholine-4-carbonyl)pyridin-2-yl)amino)-2H-1,2,3-triazole-4-carboxamide